[2-(aminomethyl)-3,3-difluoro-allyl]-4-[[5-[1-(cyclopropylmethyl)pyrazol-4-yl]-2-thienyl]methyl]-1,2,4-triazol-3-one trifluoroacetate salt FC(C(=O)O)(F)F.NCC(CC=1N(C(NN1)=O)CC=1SC(=CC1)C=1C=NN(C1)CC1CC1)=C(F)F